(S)-N-(3''-fluoro-5''-methoxy-2,2'-dimethyl-4''-(((6-oxopiperidin-3-yl)amino)methyl)-[1,1':3',1''-terphenyl]-3-yl)-1-methyl-6-oxo-1,6-dihydropyrimidine-5-carboxamide FC=1C=C(C=C(C1CN[C@@H]1CNC(CC1)=O)OC)C=1C(=C(C=CC1)C1=C(C(=CC=C1)NC(=O)C1=CN=CN(C1=O)C)C)C